6-chloro-N-[(4-fluorophenyl)methyl]-3-methyl-1-phenyl-1H-pyrazolo[3,4-d]pyrimidin-4-amine ClC1=NC(=C2C(=N1)N(N=C2C)C2=CC=CC=C2)NCC2=CC=C(C=C2)F